CC=1SC(=C(N1)C)C=1C=CC=C2C(=NC=NC12)N[C@H](CN1CCN(CC1)S(=O)(=O)C1=C(N=C(S1)NC(OC)=O)C)C methyl N-[5-({4-[(2S)-2-{[8-(2,4-dimethyl-1,3-thiazol-5-yl)quinazolin-4-yl]amino}propyl]piperazin-1-yl}sulfonyl)-4-methyl-1,3-thiazol-2-yl]carbamate